C=1N=CN2C1C1=CC=CC=C1[C@H]2CC2(CN(C2)S(=O)(=O)CC)O (R)-3-((5H-imidazo[5,1-a]isoindol-5-yl)methyl)-1-(ethylsulfonyl)azetidin-3-ol